(S)-2-(methylamino)-2-phenylacetamide CN[C@H](C(=O)N)C1=CC=CC=C1